(3,5-di-tert-butylphenyl)boric acid C(C)(C)(C)C=1C=C(C=C(C1)C(C)(C)C)OB(O)O